OCC(C)(O)C=1SC(=CN1)S(=O)(N)=NC(NC1=C2CCCC2=CC=2CCCC12)=O 2-(1,2-Dihydroxypropan-2-yl)-N'-((1,2,3,5,6,7-hexahydro-s-indacen-4-yl)carbamoyl)thiazole-5-sulfonimidamide